NC=1C=CC2=C(BOC2(C)C)C1 6-amino-3,3-dimethylbenzo[c][1,2]oxaborol